1-(5-(3-(1,3-dioxolan-2-yl)pyrrolidin-1-yl)-2-fluorophenyl)dihydropyrimidine O1C(OCC1)C1CN(CC1)C=1C=CC(=C(C1)N1CNCC=C1)F